[C@H]12[C@H](NC[C@H](CC1)N2C(=O)OC(C)(C)C)C(=O)OCC 8-(tert-butyl) 2-ethyl (1R,2S,5S)-3,8-diazabicyclo[3.2.1]octane-2,8-dicarboxylate